C1(CC1)\C=C\1/N=C(OC1=O)C1=CC(=CC=C1)C(F)(F)F (4Z)-4-(cyclopropylmethylidene)-2-[3-(trifluoromethyl)phenyl]-1,3-oxazol-5-one